BrC1=CC=C2C=C(C(=NC2=C1)C1CCNCC1)C 7-bromo-3-methyl-2-(4-piperidyl)Quinoline